3-((5-chloro-4-(1-cyclopropyl-1H-pyrazol-4-yl)pyrimidin-2-yl)amino)-N-methylcyclobutane-1-carboxamide ClC=1C(=NC(=NC1)NC1CC(C1)C(=O)NC)C=1C=NN(C1)C1CC1